N-cyclohexyl-N'-(2-morpholinylethyl)carbodiimide methyl-p-toluenesulfonate COS(=O)(=O)C1=CC=C(C)C=C1.C1(CCCCC1)N=C=NCCN1CCOCC1